6-methyl-3-(phenylthio)quinoxaline CC=1C=C2N=C(C=NC2=CC1)SC1=CC=CC=C1